7-((R)-sec-Butoxy)-N-(1-cyclopropyl-2-oxo-1,2-dihydropyridin-3-yl)-2-((1S,4R)-1-methyl-2-oxabicyclo[2.2.1]hept-4-yl)imidazo[1,2-a]pyrimidine-6-carboxamide [C@@H](C)(CC)OC1=NC=2N(C=C1C(=O)NC=1C(N(C=CC1)C1CC1)=O)C=C(N2)[C@@]21CO[C@@](CC2)(C1)C